FC1=CC=C(C=C1)C1SCC(N1C1=C(C=C(C(=O)OC2C(OCC2(C)C)=O)C=C1)C)=O 4,4-Dimethyl-2-oxotetrahydrofuran-3-yl 4-[2-(4-fluorophenyl)-4-oxo-1,3-thiazolidin-3-yl]-3-methylbenzoate